2-(8-chloro-5-methyl-5,11-dihydro-10H-dibenzo[b,e][1,4]diazepine-10-Yl)-N-((3-(dibenzylamino)oxetan-3-yl)methyl)-6-methylquinazolin-4-amine ClC=1C=CC2=C(N(CC3=C(N2C)C=CC=C3)C3=NC2=CC=C(C=C2C(=N3)NCC3(COC3)N(CC3=CC=CC=C3)CC3=CC=CC=C3)C)C1